(2-hydroxyethoxy) phenyl-(2-propyl) ketone quinolin-5-yl-(3S)-4-(N,3-dicyclohexyl-D-alanyl)-3-[(thiophen-2-ylmethyl)carbamoyl]piperazine-1-carboxylate N1=CC=CC2=C(C=CC=C12)OC(=O)N1C[C@H](N(CC1)C([C@H](NC1CCCCC1)CC1CCCCC1)=O)C(NCC=1SC=CC1)=O.C1(=CC=CC=C1)CC(C)C(=O)OCCO